C(CC)OC(C)C 2-propoxypropan